C(C)(C)C1=CC=C(C=C1)C=1N=C2N(C=CC=C2)C1CN1CC2CCC(C1)N2C=O (3-{[2-(4-isopropylphenyl)imidazo[1,2-a]pyridin-3-yl]methyl}-3,8-diazabicyclo[3.2.1]oct-8-yl)methanone